C(C)OC(=O)[C@H]1N(C(CC1)=O)C(=O)OC(C)(C)C (2S)-5-oxopyrrolidine-1,2-dicarboxylic acid O1-tert-butyl ester O2-ethyl ester